N(=[N+]=[N-])[C@]1([C@H](C[C@@H](O1)N1C(=O)N=C(N)C=C1)O)CO deoxy-4'-azidocytidine